C(CCCCCCCCCCCCC)OC(CC)O (tetradecyloxy)propan-1-ol